2-bromo-5-chloropyridine-4-carboxylic acid methyl ester COC(=O)C1=CC(=NC=C1Cl)Br